ClC1=CC(=C(C=N1)C1=NN=C(O1)C(=O)OC)NC1=C2N(CC=3N(C2=CC=C1)N=C(N3)C)C methyl 5-(6-chloro-4-((2,5-dimethyl-4,5-dihydro-[1,2,4]triazolo[1,5-a]quinoxalin-6-yl)amino)pyridin-3-yl)-1,3,4-oxadiazole-2-carboxylate